CCCCC/C=C\CCCCCCCC(=O)OC[C@H](COP(=O)(O)OC[C@H](CO)O)OC(=O)CCCCC/C=C\C/C=C\C/C=C\C/C=C\CCCCC 1-(9Z-pentadecenoyl)-2-(7Z,10Z,13Z,16Z-docosatetraenoyl)-glycero-3-phospho-(1'-sn-glycerol)